CC1=C(N=CN1)CCO 2-(5-methyl-1H-imidazol-4-yl)ethanol